N(=O)C1=C(C2=CC=CC=C2C=C1)O.[Na] sodium 2-nitroso-1-naphthol